CN1CCN2C(=CC=C2C(C(F)(F)F)(F)F)C12CCNCC2 2-methyl-6-(1,1,2,2,2-pentafluoroethyl)spiro[3,4-dihydropyrrolo[1,2-a]pyrazine-1,4'-piperidine]